4-CHLORO-2-FLUOROPHENYLBORONIC ACID ClC1=CC(=C(C=C1)B(O)O)F